2,5-difluoro-4-[3-methoxy-5-(trifluoromethyl)phenoxy]-N-(3-methyl-1,2,4-thiadiazol-5-yl)benzene-1-sulfonamide FC1=C(C=C(C(=C1)OC1=CC(=CC(=C1)C(F)(F)F)OC)F)S(=O)(=O)NC1=NC(=NS1)C